OCCNCC=1C=CC(=NC1)C(=O)NC=1C(=C(C=CC1)C1=C(C(=CC=C1)C1=CC=2N(C=C1)C(=NN2)CNCCO)C)C 5-(((2-hydroxyethyl)amino)methyl)-N-(3'-(3-(((2-hydroxyethyl)amino)methyl)-[1,2,4]triazolo[4,3-a]pyridin-7-yl)-2,2'-dimethyl-[1,1'-biphenyl]-3-yl)picolinamide